OC(=O)C(F)(F)F.ClC1=CC(=C(COC2=NC(=NC=C2F)N2CCNCC2)C=C1)F 4-((4-chloro-2-fluorobenzyl)oxy)-5-fluoro-2-(piperazin-1-yl)pyrimidine TFA salt